Potassium methylamine lead iodide salt [Pb](I)I.CN.[K]